N,2-dimethyl-N-(4-(4,4,5,5-tetramethyl-1,3,2-dioxaborolan-2-yl)phenyl)benzamide CN(C(C1=C(C=CC=C1)C)=O)C1=CC=C(C=C1)B1OC(C(O1)(C)C)(C)C